NC=1C=2N(C3=CC(=CC=C3N1)C(=O)N(C1CCC3=CC(=CC=C13)C(F)(F)F)CC)C=NN2 4-amino-N-ethyl-N-(5-(trifluoromethyl)-2,3-dihydro-1H-inden-1-yl)-[1,2,4]triazolo[4,3-a]quinoxaline-8-carboxamide